ethynyl-phosphoramide C(#C)NP(=O)(N)N